ClC=1C=C(C=CC1F)NC(N([C@@H]1CCCCC=2NC(C3=CC=CC=C3C21)=O)C)=O (R)-3-(3-chloro-4-fluorophenyl)-1-methyl-1-(5-oxo-6,7,8,9,10,11-hexahydro-5H-cyclohepta[c]isoquinolin-11-yl)urea